N-(1-(5-fluoro-6-(2-methylpyridin-3-yl)-1-neopentyl-1H-indol-3-yl)ethyl)cyclopropanesulfonamide FC=1C=C2C(=CN(C2=CC1C=1C(=NC=CC1)C)CC(C)(C)C)C(C)NS(=O)(=O)C1CC1